2-chloro-3-fluoro-4-[[7-fluoro-6-[(3S)-pyrrolidin-3-yl]oxy-pyrido[3,2-d]pyrimidin-4-yl]amino]benzonitrile ClC1=C(C#N)C=CC(=C1F)NC=1C2=C(N=CN1)C=C(C(=N2)O[C@@H]2CNCC2)F